N-octadecyl-N-tetradecylammonium [tetrakis(perfluorophenyl) borate] FC1=C(C(=C(C(=C1F)F)F)F)[B-](C1=C(C(=C(C(=C1F)F)F)F)F)(C1=C(C(=C(C(=C1F)F)F)F)F)C1=C(C(=C(C(=C1F)F)F)F)F.C(CCCCCCCCCCCCCCCCC)[NH2+]CCCCCCCCCCCCCC